3-Cyclohexyl-N-(2-(diethylamino)-4-((4-(trifluoromethyl)benzyl)amino)phenyl)propanamid C1(CCCCC1)CCC(=O)NC1=C(C=C(C=C1)NCC1=CC=C(C=C1)C(F)(F)F)N(CC)CC